FC1(CCN(CC1)C=1N(C=C(N1)C(F)(F)F)C)CO [4-fluoro-1-[1-methyl-4-(trifluoromethyl)imidazol-2-yl]-4-piperidyl]methanol